ClC1=C(C=C2C(=NC=NC2=C1)N1CCN(CC1)C(C=C)=O)C1=CC(=C(C=C1)Cl)Cl 1-(4-(7-chloro-6-(3,4-dichlorophenyl)quinazolin-4-yl)piperazin-1-yl)prop-2-en-1-one